CC1=CC=C2C(=CC=NC2=C1)NC=1C=C(C(=O)NC2=CC=C(C=C2)NC2=CC=NC=C2)C=CC1 3-((7-Methylquinolin-4-yl)amino)-N-(4-(pyridin-4-ylamino)phenyl)benzamide